3-Chloro-4,6-dihydroxy-2-methylbenzoic acid ClC=1C(=C(C(=O)O)C(=CC1O)O)C